4-(2-((6-fluoropyridin-2-yl)amino)thiazol-4-yl)-2-methylbenzoic acid FC1=CC=CC(=N1)NC=1SC=C(N1)C1=CC(=C(C(=O)O)C=C1)C